methyl 2-methoxy-4-[3-[4-(trifluoromethyl)anilino]pyrazin-2-yl]benzoate COC1=C(C(=O)OC)C=CC(=C1)C1=NC=CN=C1NC1=CC=C(C=C1)C(F)(F)F